CC1(OB(OCC1(C)C)C1=CC(=CC=C1)[N+](=O)[O-])C 4,4,5,5-Tetramethyl-2-(3-nitrophenyl)-1,3,2-dioxaborinane